COC=1C=C(C(=C2C1OCO2)C2=C(C=C(C=1OCOC12)OC)CN1CCOCC1)C(=O)OC methyl 7,7'-dimethoxy-5'-(morpholinomethyl)-[4,4'-bibenzo[d][1,3]dioxole]-5-carboxylate